((S)-4-methyl-1-oxo-1-(((S)-1-oxo-3-((S)-2-oxopyrrolidin-3-yl)propan-2-yl)amino)pentan-2-yl)carbamate CC(C[C@@H](C(N[C@H](C=O)C[C@H]1C(NCC1)=O)=O)NC([O-])=O)C